ClC1=NC=C(C(=C1)C1=C(C=NC(=C1)C)C(=O)NC=1SC2=C(N1)CN(C2)C(C2=C(C=C(C=C2)OC)Cl)=O)OC 2'-chloro-N-(5-(2-chloro-4-methoxybenzoyl)-5,6-dihydro-4H-pyrrolo[3,4-d]thiazol-2-yl)-5'-methoxy-6-methyl-[4,4'-bipyridine]-3-carboxamide